6-cyano-1-(4-fluorophenyl)-N-((S)-quinuclidin-3-yl)-3,4-dihydroisoquinoline-2(1H)-carboxamide C(#N)C=1C=C2CCN(C(C2=CC1)C1=CC=C(C=C1)F)C(=O)N[C@@H]1CN2CCC1CC2